O1COC2=C1C=CC(=C2)CN2C(C(C1=CC=CC=C21)(O)C2=CC=C(C=C2)S(=O)(=O)NC(C)(C)C)=O 4-[1-(1,3-benzodioxol-5-ylmethyl)-3-hydroxy-2-oxo-indolin-3-yl]-N-tert-butyl-benzenesulfonamide